C(#N)C1=NC=CC(=N1)C1(CCCCC1)NC(OCC1=CC=C(C=C1)C)=O 4-methylbenzyl (1-(2-cyanopyrimidin-4-yl)cyclohexyl)carbamate